CN1C(C2=CC=CC=C2C2(C1=O)C=CC(C=1SC=CC12)=O)=O 2'-Methyl-1'H,7H-spiro[benzo[b]thiophene-4,4'-isoquinoline]-1',3',7(2'H)-trione